NC1=NC=C(C2=C1C(=C(N2C)C2=CC=C(C=C2)NC(C(=C)F)=O)C2=CC(=C(C(=O)NCC(F)(F)F)C=C2)OC)C#CC2(COC2)O 4-(4-amino-2-{4-[(2-fluoroacrylamido)]phenyl}-7-[(3-hydroxyoxetan-3-yl)ethynyl]-1-methylpyrrolo[3,2-c]pyridin-3-yl)-2-methoxy-N-(2,2,2-trifluoroethyl)benzamide